4-[4-[[2-methyl-5-[(1S,2S,3S,4R,5S)-2,3,4-tribenzyloxy-1-(benzyloxymethyl)-6,8-dioxabicyclo[3.2.1]oct-5-yl]phenyl]methyl]phenyl]butyric acid CC1=C(C=C(C=C1)[C@]12[C@@H]([C@H]([C@@H]([C@](CO1)(O2)COCC2=CC=CC=C2)OCC2=CC=CC=C2)OCC2=CC=CC=C2)OCC2=CC=CC=C2)CC2=CC=C(C=C2)CCCC(=O)O